C(C)C(C[C@H](N)C(=O)O)C(N)=O gamma-ethyl-L-glutamine